cyclohexanehexaol C1(C(C(CCC1)(O)O)(O)O)(O)O